1-(8-bromo-5-chloro-2-(((5-methylisoxazol-3-yl)methyl)sulfinyl)-4-((2,2,2-trifluoroethyl)amino)quinolin-3-yl)ethan-1-one BrC=1C=CC(=C2C(=C(C(=NC12)S(=O)CC1=NOC(=C1)C)C(C)=O)NCC(F)(F)F)Cl